C(CCCCCCCC)/C(=C(/C(=O)[O-])\CCCCCCCCC)/C(=O)[O-] Dinonylmaleat